5-((4-((5-Allylpyridin-2-yl)methyl)-6-fluoro-1H-indol-5-yl)oxy)-2-fluorobenzonitrile C(C=C)C=1C=CC(=NC1)CC1=C2C=CNC2=CC(=C1OC=1C=CC(=C(C#N)C1)F)F